N1(CCC1)C1=CC2=C(C=C(O2)C(=O)NS(=O)(=O)C2=C(C=CC=C2F)NC2CC2)C(=C1)F 6-(Azetidin-1-yl)-N-[2-(cyclopropylamino)-6-fluorobenzene-1-sulfonyl]-4-fluoro-1-benzofuran-2-carboxamide